ClC1=CC=C(C(=O)NC2=CC=C(C=C2)NC=2C(C3=CC=CC=C3C(C2)=O)=O)C=C1 4-chloro-N-(4-((1,4-dioxo-1,4-dihydronaphthalen-2-yl)amino)phenyl)benzamide